(R)-N-((3R,4S)-3,8-difluoro-4-(hydroxymethyl)chroman-4-yl)-2-methylpropan-2-sulfinamide F[C@H]1COC2=C(C=CC=C2[C@@]1(CO)N[S@](=O)C(C)(C)C)F